C1(=CC=C(C=C1)CNC1=C2N=CN(C2=NC(=N1)N1[C@@H](CNCC1)C)C(C)C)C1=CC=CC=C1 (R)-N-([1,1'-biphenyl]-4-ylmethyl)-9-isopropyl-2-(2-methylpiperazin-1-yl)-9H-purine-6-amine